4-(2-Amino-2-methylpropanoyl)-N-(1-(4-(2-((3-(aminomethyl)bicyclo[1.1.1]pentan-1-yl)amino)propyl)phenyl)-2-oxo-1,2-dihydropyrimidin-4-yl)piperazine-1-carboxamide hydrochloride salt Cl.NC(C(=O)N1CCN(CC1)C(=O)NC1=NC(N(C=C1)C1=CC=C(C=C1)CC(C)NC12CC(C1)(C2)CN)=O)(C)C